N[SiH2]NCCCCCCCCCCC(=O)[O-] diaza-2-silatetradecan-14-oate